C(=O)([O-])C(O)C(O)C(=O)[O-] Anti-tartrate